7-[5-[[1-[(E)-2-(aminomethyl)-3-fluoro-allyl]-5-oxo-1,2,4-triazol-4-yl]methyl]-2-thienyl]-4-methyl-1,4-benzoxazin-3-one hydrochloride Cl.NC/C(/CN1N=CN(C1=O)CC1=CC=C(S1)C1=CC2=C(N(C(CO2)=O)C)C=C1)=C\F